FC=1C=CC=C2N=CC=3N(C12)C=CC3 9-fluoropyrrolo[1,2-a]quinoxaline